C(C)OC(CC1=CC(=CC=C1)C=1C(NC2=CC(=C(C=C2C1)C1=CC=C2C=NNC2=C1)Cl)=O)=O 2-(3-(7-chloro-6-(1H-indazol-6-yl)-2-oxo-1,2-dihydroquinolin-3-yl)phenyl)acetic acid ethyl ester